ClC1=CC(=C2C=NNC2=C1)C1(C[C@@H]2[C@@H](CN(C2)C(=O)C2CC2)C1)O ((3aR,5r,6aS)-5-(6-chloro-1H-indazol-4-yl)-5-hydroxyhexahydrocyclopenta[c]pyrrol-2(1H)-yl)(cyclopropyl)methanone